FC1=CC=C(C=C1)CCCC(=O)N1CC(OCC1)C1=CC=C(C=N1)C1=CC=C(C(=O)N)C=C1 4-(6-(4-(4-(4-fluorophenyl)butanoyl)morpholin-2-yl)pyridin-3-yl)benzamide